(2E)-2-[(4-nitrophenyl)methylene]hydrazine-1-carboxamide nickel-iron selenium [Se].[Fe].[Ni].[N+](=O)([O-])C1=CC=C(C=C1)\C=N\NC(=O)N